2,6-Difluoro-3-{6-[methyl(7H-pyrrolo[2,3-d]pyrimidin-4-yl)amino]-2-azaspiro[3.3]heptan-2-carbonyl}benzonitril FC1=C(C#N)C(=CC=C1C(=O)N1CC2(C1)CC(C2)N(C=2C1=C(N=CN2)NC=C1)C)F